1,2-bis(diphenylphosphino)propane C1(=CC=CC=C1)P(CC(C)P(C1=CC=CC=C1)C1=CC=CC=C1)C1=CC=CC=C1